C1=C2C=3C=CC=CC3C3=C(C2=CC=C1OB(O)O)C=CC=C3 2-benzophenanthryl-boric acid